6-Chloro-3-[(1R)-1-(3,6-dimethyl-4-oxo-2-pyrimidin-5-yl-chromen-8-yl)ethoxy]pyridine-2-carboxamide ClC1=CC=C(C(=N1)C(=O)N)O[C@H](C)C=1C=C(C=C2C(C(=C(OC12)C=1C=NC=NC1)C)=O)C